ClC=1C2=C(N(N=C2C=CC1SC1=CN=C(N(C1=C=O)C)N1CCC2(CCC[C@H]2N[S@](=O)C(C)(C)C)CC1)C)C#N (R)-N-((R)-8-(5-((4-chloro-3-cyano-2-methyl-2H-indazol-5-yl)thio)-1-methyl-6-carbonyl-1,6-dihydropyrimidin-2-yl)-8-azaspiro[4.5]decan-1-yl)-2-methylpropane-2-sulfinamide